C[N+](C)(C)C[C@@H](CC(=O)[O-])OC(=O)CCCCCC(=O)O The molecule is an O-acyl-L-carnitine that is L-carnitine having a pimelyl group as the acyl substituent. It is an O-acyl-L-carnitine and an O-pimelylcarnitine.